4-phosphonooxy(phosphonooxy)-2,2,6,6-tetramethylpiperidine P(=O)(O)(O)OC1CC(N(C(C1)(C)C)OP(=O)(O)O)(C)C